ClC1=C(C=CC=C1)CC(=O)NC1=CC(=C(C=C1)C=1C=NC(=NC1)OCC(F)(F)F)S(N=CN(C)C)(=O)=O 2-(2-chlorophenyl)-N-(3-{[(dimethylamino)methylidene]Sulfamoyl}-4-[2-(2,2,2-trifluoroethoxy)pyrimidin-5-yl]Phenyl)acetamide